C(C=C)(=O)O.C(C(=O)OCC)(=O)OCC diethyl (oxalate) acrylate